N1(CCC[C@H]2CCCC[C@H]12)C([C@@H](CN1C(C2=CC=CC=C2C1=O)=O)NCC1=C(C=C(C=C1)OC)OC)=O 2-[(2R)-3-[(4aR,8aS)-3,4,4a,5,6,7,8,8a-octahydro-2H-quinolin-1-yl]-2-[(2,4-dimethoxyphenyl)methylamino]-3-oxo-propyl]isoindoline-1,3-dione